6-amino-5-(4-(cyclohexyloxy)phenyl)pyrimidin NC1=C(C=NC=N1)C1=CC=C(C=C1)OC1CCCCC1